BrC=1C=C(C=C(C1)Cl)NC(NC1=C(C(=O)NCCCO)C=CC(=C1)OC)=O 2-[3-(3-bromo-5-chlorophenyl)ureido]-4-methoxy-N-(3-hydroxy-propyl)benzamide